2-chloro-N-(3-(2-((1,5-dimethyl-1H-pyrazol-3-yl)amino)-5-methylpyrimidin-4-yl)-6-fluoro-1H-indol-7-yl)acetamide ClCC(=O)NC=1C(=CC=C2C(=CNC12)C1=NC(=NC=C1C)NC1=NN(C(=C1)C)C)F